BrC=1C(=C(C=CC1)C1=C(C(=CC=C1)Cl)OC)F 3-bromo-3'-chloro-2-fluoro-2'-methoxy-1,1'-biphenyl